ClC1=NC=CC=C1OCC(C)(O)C 1-[(2-chloropyridin-3-yl)oxy]-2-methylpropan-2-ol